ClC1=NC=C(C=C1)[N+](=O)[O-] 2-chloro-5-nitro-pyridine